(S)-tert-butyl 7-(5-((1-(tert-butoxycarbonyl)pyrrolidin-3-yl)oxy)pentyl)-3,4-dihydro-1,8-naphthyridine-1(2H)-carboxylate C(C)(C)(C)OC(=O)N1C[C@H](CC1)OCCCCCC1=CC=C2CCCN(C2=N1)C(=O)OC(C)(C)C